6-(chloromethyl)-1-((2-(trimethylsilyl)ethoxy)methyl)-1H-benzo[d]imidazole ClCC=1C=CC2=C(N(C=N2)COCC[Si](C)(C)C)C1